NC1=CC(=C(CC=2C=CC(N(N2)C2=CC(=CC=C2)Cl)=O)C(=C1)Cl)Cl 6-(4-Amino-2,6-dichlorobenzyl)-2-(3-chlorophenyl)pyridazin-3(2H)-one